Ethyl (2Z,4E)-2-cyano-5-(dimethylamino)-3-ethoxy-4-methylpenta-2,4-dienoate C(#N)/C(/C(=O)OCC)=C(\C(=C\N(C)C)\C)/OCC